7-acetyl-7H-pyrrolo[2,3-D]pyrimidine C(C)(=O)N1C=CC2=C1N=CN=C2